C(C1=CC=CC=C1)OC(=O)NC1=CC2=C(C3=C(S2)C=C(C=C3)S(=O)(=O)N[C@H](C(=O)O)C(C)C)C=C1 (S)-2-(7-(benzyloxycarbonylamino)dibenzo[b,d]thiophene-3-sulfonamido)-3-methyl-butanoic acid